NC1=NC(=NC=C1C(=O)NC1=CC=C(C=C1)OC)N1CCN(CCC1)C1=NC=CC=C1 4-amino-N-(4-methoxyphenyl)-2-(4-(pyridin-2-yl)-1,4-diazepan-1-yl)pyrimidine-5-carboxamide